O.[Si]([O-])([O-])([O-])[O-].[Mg+2].[Mg+2] Magnesium Silicate Hydrat